5-(6-ethoxypyrazin-2-yl)pyridine-2-carboxamide Tert-butyl-(2R,5S)-5-methyl-2-(1H-pyrazol-4-yl)piperidine-1-carboxylate C(C)(C)(C)OC(=O)N1[C@H](CC[C@@H](C1)C)C=1C=NNC1.C(C)OC1=CN=CC(=N1)C=1C=CC(=NC1)C(=O)N